Bromoundecene BrC=CCCCCCCCCC